[Al].[Zr].[Ce] CERIUM-ZIRCONIUM-ALUMINUM